8-fluoro-7-(8-fluoronaphthalen-1-yl)-4-(3-(pyridin-4-yl)azetidin-1-yl)-2-((tetrahydro-1H-pyrrolizin-7a(5H)-yl)methoxy)pyrido[4,3-d]pyrimidine FC1=C(N=CC2=C1N=C(N=C2N2CC(C2)C2=CC=NC=C2)OCC21CCCN1CCC2)C2=CC=CC1=CC=CC(=C21)F